C1OCC12CCC(CC2)OC2=NC=CC(=N2)C2=CN=C(S2)NC2=NC=C(C=N2)CN2CCN(CC2)CC 5-(2-((2-oxaspiro[3.5]nonan-7-yl)oxy)pyrimidin-4-yl)-N-(5-((4-ethylpiperazin-1-yl)methyl)pyrimidin-2-yl)thiazol-2-amine